FC(C=1C=C(C=CC1)C=1C=C2C(=NC1)N(C(N2)=O)C)F 6-[3-(difluoromethyl)phenyl]-3-methyl-2-oxo-imidazo[4,5-b]Pyridine